tert-butyl 2-cyclopentyl-4-(4,4,5,5-tetramethyl-1,3,2-dioxaborolan-2-yl)benzoate C1(CCCC1)C1=C(C(=O)OC(C)(C)C)C=CC(=C1)B1OC(C(O1)(C)C)(C)C